CN1C=CC2=C1N=C(N=C2NC2=CC=C(C=C2)OC(F)(F)F)N2N=C(C=C2)C 7-methyl-2-(3-methyl-1H-pyrazol-1-yl)-N-(4-(trifluoromethoxy)phenyl)-7H-pyrrolo[2,3-d]pyrimidin-4-amine